3-{3-cyano-4-[(1S,4S,5R)-5-{[5-cyclopropyl-3-(2,6-dichlorophenyl)-1,2-oxazol-4-yl]methoxy}-2-azabicyclo[2.2.1]heptan-2-yl]phenyl}propanoic acid C(#N)C=1C=C(C=CC1N1[C@@H]2C[C@H]([C@H](C1)C2)OCC=2C(=NOC2C2CC2)C2=C(C=CC=C2Cl)Cl)CCC(=O)O